(2-(Benzyloxy)-4-(difluoromethyl)-6-hydroxyphenyl)(2,3-dihydro-1H-pyrrolo[3,2-c]pyridin-1-yl)methanone C(C1=CC=CC=C1)OC1=C(C(=CC(=C1)C(F)F)O)C(=O)N1CCC=2C=NC=CC21